N-(1-Phenylethyl)-1,2-propanediamine C1(=CC=CC=C1)C(C)NCC(C)N